BrC1=CC2=CN(N=C2C=C1C=O)C 5-bromo-2-methyl-2H-indazole-6-carbaldehyde